tert-butyl (R)-4-(2-(3-(3-((4-bromo-2-methylbenzyl)(cyclopropyl)carbamoyl) piperidin-1-yl)phenoxy)-2-methylpropanoyl)piperazine-1-carboxylate BrC1=CC(=C(CN(C(=O)[C@H]2CN(CCC2)C=2C=C(OC(C(=O)N3CCN(CC3)C(=O)OC(C)(C)C)(C)C)C=CC2)C2CC2)C=C1)C